C(C)(C)(C)[Si](C)(C)OC=1C(=C2C(=NNC2=CC1)I)F tert-butyl-[(4-fluoro-3-iodo-1H-indazol-5-yl)oxy]-dimethyl-silane